2-Cyclopentyl-N-{2,6-dimethyl-4-[(3-trifluoromethyl-phenylamino)-methyl]-phenyl}-acetamide C1(CCCC1)CC(=O)NC1=C(C=C(C=C1C)CNC1=CC(=CC=C1)C(F)(F)F)C